C[C@@H]/1C[C@@H]2[C@@H]([C@@H]([C@H]([C@](C(=O)/C=C1)(C)O)O)OC(=O)CC(C)C)C(=C)C(=O)O2 The molecule is a germacranolide isolated from Neurolaena lobata and Austroeupatorium inulifolium and has been shown to exhibit antimalarial activity. It has a role as a metabolite and an antimalarial. It is an enone, a fatty acid ester, a germacranolide and a tertiary alpha-hydroxy ketone. It derives from an isovaleric acid.